C(C)(C)C1=C(C(=CC=C1)C(C)C)N([SiH3])[SiH3] N-(2,6-diisopropylphenyl)disilazane